tert-butyl 3-((3-hydroxyphenyl) sulfonyl)azetidine-1-carboxylate OC=1C=C(C=CC1)S(=O)(=O)C1CN(C1)C(=O)OC(C)(C)C